OC(C)(C)C1=NN(C=C1)C1=C(C#N)C(=CC=C1)C(F)(F)F 2-(3-(2-hydroxypropan-2-yl)-1H-pyrazol-1-yl)-6-(trifluoromethyl)benzonitrile